(R)-(4-(4-cyclopropylpyrazolo[1,5-a]pyridin-2-yl)-1,4,6,7-tetrahydro-5H-imidazo[4,5-c]pyridin-5-yl)(5-(1,5-dimethyl-1H-pyrazol-4-yl)-1,3,4-oxadiazol-2-yl)methanone C1(CC1)C=1C=2N(C=CC1)N=C(C2)[C@@H]2N(CCC1=C2N=CN1)C(=O)C=1OC(=NN1)C=1C=NN(C1C)C